di-tert-butyl (R)-2-(3-((1S,3S,5S)-5-methyl-2-((4-phenoxybutanoyl)glycyl)-2-azabicyclo[3.1.0]hexane-3-carboxamido)azetidine-1-carbonyl)piperazine-1,4-dicarboxylate C[C@@]12C[C@H](N([C@H]2C1)C(CNC(CCCOC1=CC=CC=C1)=O)=O)C(=O)NC1CN(C1)C(=O)[C@@H]1N(CCN(C1)C(=O)OC(C)(C)C)C(=O)OC(C)(C)C